Benzyl 4-[(2S)-oxiran-2-yl]piperidine-1-carboxylate O1[C@H](C1)C1CCN(CC1)C(=O)OCC1=CC=CC=C1